B(O)(O)C=1C=C(C(=O)O)C=C(C1)[N+](=O)[O-] 3-borono-5-nitrobenzoic acid